C(CCCCCCC)C1C2=CC=CC=C2C=2C=CC=CC12 9-octyl-fluorene